(S)-(4,5-dihydro-7H-thieno[2,3-c]pyran-7-yl)-N-methyl-methylamine L-tartrate salt C(=O)(O)[C@H](O)[C@@H](O)C(=O)O.S1C=CC2=C1[C@H](OCC2)N(C)C